(2,3-epoxypropoxy)propylmethyldiethoxysilane C(C1CO1)OCCC[Si](OCC)(OCC)C